NC(C(=O)NCC=1C=CC=NC1)C(C)C 5-((2-amino-3-methylbutanamido)methyl)pyridin